N4-(cyclopentylmethyl)-N2-(2-methoxy-4-((4-morpholinopiperidin-1-yl)sulfonyl)phenyl)-7H-pyrrolo[2,3-d]pyrimidine-2,4-diamine C1(CCCC1)CNC=1C2=C(N=C(N1)NC1=C(C=C(C=C1)S(=O)(=O)N1CCC(CC1)N1CCOCC1)OC)NC=C2